(R)-1-chloro-3-(2-chloro-4-(2-(4-((S)-2-hydroxy-3-(1H-imidazol-1-yl)propoxy)phenyl)propan-2-yl)phenoxy)propan-2-ol ClC[C@@H](COC1=C(C=C(C=C1)C(C)(C)C1=CC=C(C=C1)OC[C@H](CN1C=NC=C1)O)Cl)O